NC=1C(=NC=NC1C1=C(C=CC(=C1)F)F)C1CC(C(CC1)=O)C 4-(5-amino-6-(2,5-difluorophenyl)pyrimidin-4-yl)-2-methylcyclohexane-1-one